(S)-N-(3-fluoro-2-methylphenyl)-N-methyl-2-(6-methyl-4-(trifluoromethyl)pyridin-2-yl)isothiazolidine-3-carboxamide 1,1-dioxide FC=1C(=C(C=CC1)N(C(=O)[C@H]1N(S(CC1)(=O)=O)C1=NC(=CC(=C1)C(F)(F)F)C)C)C